C1(CC1)C1=C(C=C(C(=C1)I)C)N(C(C#CCCOC)=O)C1=NC=C(C=C1C)C N-(2-cyclopropyl-4-iodo-5-methylphenyl)-N-(3,5-dimethylpyridin-2-yl)-5-methoxypent-2-ynamide